3,6-difluoro-2-(trifluoromethyl)benzaldehyde FC=1C(=C(C=O)C(=CC1)F)C(F)(F)F